1-(3-(tert-butyl)-1-phenyl-1H-pyrazol-5-yl)-3-(4-((3-keto-3,4-dihydropyrido[2,3-b]pyrazin-8-yl)oxy)-2-(trifluoromethyl)phenyl)urea C(C)(C)(C)C1=NN(C(=C1)NC(=O)NC1=C(C=C(C=C1)OC1=CC=NC=2NC(C=NC21)=O)C(F)(F)F)C2=CC=CC=C2